[Na].C=C1C(C2=CC=CC=C2C=C1)S(=O)(=O)OC1=CC=CC2=CC=CC=C12 methylenedinaphthyl-sulfonic acid sodium salt